C(=O)(OC(C)(C)C)C(CN)CN MonoBoc-1,3-propanediamine